(S)-3-((R)-1,2-dihydroxyethyl)-3,4-dihydroisoquinoline O[C@@H](CO)[C@H]1N=CC2=CC=CC=C2C1